amino-5-((2-(1-(3-aminopropyl)-2-oxo-1,2-dihydropyridin-3-yl)ethyl)amino)-3-chloro-2-methylpyrazolo[1,5-a]pyrimidine-6-carbonitrile NC1=C(C(=NC=2N1N=C(C2Cl)C)NCCC=2C(N(C=CC2)CCCN)=O)C#N